NC1=CC2=C(NC(N2)=O)C=C1 5-amino-1,3-dihydro-2H-benzo[d]imidazol-2-one